ClC=1C=C(OCCN2CCN(CC2)C(=O)OC(C)(C)C)C=CC1C=O tert-butyl 4-(2-(3-chloro-4-formylphenoxy)ethyl)piperazine-1-carboxylate